IC1=CC=C(C(=N1)OCCC)OC 6-Iodo-3-methoxy-2-propoxypyridin